N=1SN=C2C1C=CC(=C2)OC2=C(C=C(N)C=C2)C 4-(benzo[c][1,2,5]thiadiazol-5-yloxy)-3-methylaniline